ClC1=CC=C(C=C1)NC1=NC=NC(=C1)C=1C=NN(C1)C1=C(C=CC=C1)C (p-chlorophenyl)-6-[1-(o-tolyl)-1H-pyrazol-4-yl]-4-pyrimidinylamine